1-(3-(trifluoromethoxy)benzenesulfonyl)azetidine-3-carboxylic acid FC(OC=1C=C(C=CC1)S(=O)(=O)N1CC(C1)C(=O)O)(F)F